2-naphthyl-diphenyl-sulfonium C1=C(C=CC2=CC=CC=C12)[S+](C1=CC=CC=C1)C1=CC=CC=C1